tert-butyl (2S,4S)-4-(7-bromo-6-fluoro-8-iodo-4-(methylthio)-1H-[1,2,3]triazolo[4,5-c]quinolin-1-yl)-2-(2-(tert-butoxy)-2-oxoethyl)piperidine-1-carboxylate BrC=1C(=CC=2C3=C(C(=NC2C1F)SC)N=NN3[C@@H]3C[C@H](N(CC3)C(=O)OC(C)(C)C)CC(=O)OC(C)(C)C)I